CS(=O)(=O)C1=C(C=CC(=C1)OC(F)(F)F)COC1CCN(CC1)C(=O)N1C[C@H](CC1)C1=NC=NN1 [4-[[2-methylsulfonyl-4-(trifluoromethoxy)phenyl]methoxy]-1-piperidinyl]-[(3S)-3-(1H-1,2,4-triazol-5-yl)pyrrolidin-1-yl]methanone